CC1=CC=2C=NC(=CC2N1CC(F)(F)F)C1=NN(C=C1[N+](=O)[O-])COCC[Si](C)(C)C 2-Methyl-6-(4-nitro-1-((2-(trimethylsilyl)ethoxy)methyl)-1H-pyrazol-3-yl)-1-(2,2,2-trifluoroethyl)-1H-pyrrolo[3,2-c]pyridine